4-hydroxy-5-methoxy-1-methyl-2-oxo-N-(4-(trifluoromethyl)phenyl)-1,2-dihydroquinoline-3-carboxamide OC1=C(C(N(C2=CC=CC(=C12)OC)C)=O)C(=O)NC1=CC=C(C=C1)C(F)(F)F